CC=1OC=CC1S 2-methylfuran-3-thiol